6-(cyclopropanecarboxamido)-4-((3-(5-(1-hydroxycyclobutyl)pyrimidin-2-yl)-2-methoxyphenyl)amino)-N-(methyl-d3)pyridazine-3-carboxamide C1(CC1)C(=O)NC1=CC(=C(N=N1)C(=O)NC([2H])([2H])[2H])NC1=C(C(=CC=C1)C1=NC=C(C=N1)C1(CCC1)O)OC